2-oxo-2,5,6,7-tetrahydro-1H-azepine-4-carboxylic acid methyl ester COC(=O)C1=CC(NCCC1)=O